4-((cis)-4-(tert-butoxycarbonyl)-6,6-difluorohexahydropyrrolo[3,2-b]pyrrol-1(2H)-yl)-2-(methoxymethoxy)-2-methylbutanoic acid C(C)(C)(C)OC(=O)N1CC([C@@H]2N(CC[C@@H]21)CCC(C(=O)O)(C)OCOC)(F)F